4-amino-3,5-dichloro-2-fluorobenzonitrile NC1=C(C(=C(C#N)C=C1Cl)F)Cl